N-(adamantan-1-yl)-N-({4-[(1S,3S)-3-butyl-6-methoxy-2-(prop-2-ynoyl)-1,2,3,4-tetrahydroisoquinolin-1-yl]Phenyl}methyl)carbamic acid tert-butyl ester C(C)(C)(C)OC(N(CC1=CC=C(C=C1)[C@@H]1N([C@H](CC2=CC(=CC=C12)OC)CCCC)C(C#C)=O)C12CC3CC(CC(C1)C3)C2)=O